Cl.COC(=O)C=1N=C2C(=NC1)N(C(=C2)C2CCNCC2)C 5-methyl-6-(piperidin-4-yl)-5H-pyrrolo[2,3-b]Pyrazine-2-carboxylic acid methyl ester hydrochloride